NC=1C=C(C=C(C1)OC)C1=CC(N(C=C1)C)=O 4-(3-amino-5-methoxyphenyl)-1-methylpyridin-2(1H)-one